COCCOC(=O)C=1C(C(=C(NC1C)C)C(=O)O)C1=CC(=CC=C1)[N+](=O)[O-] 5-((2-Methoxyethoxy)carbonyl)-2,6-dimethyl-4-(3-nitrophenyl)-1,4-dihydropyridine-3-carboxylic acid